FC1(CCC(CC1)N1N=C(C=C1C)NC(C1=C(C=C(C=C1)NS(=O)(=O)CCO)N1CCC2(CC2)CC1)=O)F N-(1-(4,4-difluorocyclohexyl)-5-methyl-1H-pyrazol-3-yl)-4-((2-hydroxyethyl)sulfonamido)-2-(6-azaspiro[2.5]octan-6-yl)benzamide